ClC1=CC=C(C=C1)C1=CC(=NC(=N1)C=1C(=NC=CC1)F)N1C[C@H](CC1)O (S)-1-(6-(4-chlorophenyl)-2-(2-fluoropyridin-3-yl)pyrimidin-4-yl)pyrrolidin-3-ol